trans-2-(5-(2-(3,4-Difluoro-5-methoxyphenyl)cyclopropyl)pyridin-2-yl)pyrimidine FC=1C=C(C=C(C1F)OC)[C@H]1[C@@H](C1)C=1C=CC(=NC1)C1=NC=CC=N1